8-(1,5-Dimethyl-6-oxo-1,6-dihydropyridin-3-yl)-9-(4-((1-(3-fluoropropyl)azetidin-3-yl)methyl)phenyl)-6,7-dihydro-5H-benzo[7]annulen CN1C=C(C=C(C1=O)C)C=1CCCC2=C(C1C1=CC=C(C=C1)CC1CN(C1)CCCF)C=CC=C2